[N+](=O)([O-])C1=C(COC(=O)C(C(N)(N)C(=O)OCC2=C(C=CC=C2[N+](=O)[O-])[N+](=O)[O-])CCCC)C(=CC=C1)[N+](=O)[O-] bis{[(2,6-dinitrobenzyl)oxy]carbonyl}hexanediamine